4-amino-N-((1aR,6R,6aS)-3-bromo-1,1a,6,6a-tetrahydrocyclopropa[a]inden-6-yl)-7-fluoro-N-methylimidazo[1,5-a]quinoxaline-8-carboxamide NC=1C=2N(C3=CC(=C(C=C3N1)F)C(=O)N(C)[C@@H]1[C@@H]3[C@H](C=4C=C(C=CC14)Br)C3)C=NC2